C(=O)NCC1=CC(=C(C=N1)C(=O)OCC)C1=C(C=CC=C1)OC ethyl 6-(formamidomethyl)-4-(2-methoxyphenyl)pyridine-3-carboxylate